N1N=CC(=C1)C=1C2=C(C(=NC1)NCC=1C=C(C(=O)NCC3=CC(=CC=C3)CN(C)C)C=CC1)CCO2 3-(((7-(1H-pyrazol-4-yl)-2,3-dihydrofuro[3,2-c]pyridin-4-yl)amino)methyl)-N-(3-((dimethylamino)methyl)benzyl)benzamide